C(C1=CC=CC=C1)O[C@@H](CCOCCOCC=1SC=C(N1)Br)C 2-[2-[(3R)-3-benzyloxybutoxy]ethoxymethyl]-4-bromo-thiazole